3,5-dibenzyl-salicylic acid zinc [Zn].C(C1=CC=CC=C1)C1=C(C(C(=O)O)=CC(=C1)CC1=CC=CC=C1)O